5-phenylpentanol C1(=CC=CC=C1)CCCCCO